6-chloro-4-(2,7-dimethyl-1-naphthalenyl)-2-methyl-3(2H)-pyridazinone ClC=1C=C(C(N(N1)C)=O)C1=C(C=CC2=CC=C(C=C12)C)C